FC1(C[C@H](N(C1)C#N)C(=O)N1CCC2=C(C=CC=C12)C=1C=NNC1C)F (S)-4,4-difluoro-2-(4-(5-methyl-1H-pyrazol-4-yl)indoline-1-carbonyl)pyrrolidine-1-carbonitrile